decahydro-1,4-ethano-5,8-methanonaphthalene C12CCC(C3C4CCC(C13)C4)CC2